FC(OC1=CC(=CC2=CC=CC=C12)B(O)O)(F)F 1-(TRIFLUOROMETHOXY)NAPHTHALENE-3-BORONIC ACID